4-(3-Acetylazetidin-1-yl)-5-(3,5-difluorophenyl)nicotinaldehyde C(C)(=O)C1CN(C1)C1=C(C=NC=C1C=O)C1=CC(=CC(=C1)F)F